C(C)N1C(=CC2=CC(=CC(=C12)C=1N=CN(C1)C)C(=O)OCC=1C=NC(=C(C1)OC)OCC1=CC=C(C=C1)OC)C1=CC=C(C=C1)Cl (5-methoxy-6-((4-methoxybenzyl)oxy)pyridin-3-yl)methanol ethyl-2-(4-chlorophenyl)-7-(1-methyl-1H-imidazol-4-yl)-1H-indole-5-carboxylate